C1(CC1)C1=C2N(C(C=C1CC1=CC=CC3=CC=CC=C13)=O)C1(C(S2)[C@@H](N1C)C1=CC(=CC(=C1)Cl)Cl)C(=O)O (2S)-4-cyclopropyl-2-(3,5-dichlorophenyl)-1-methyl-5-(naphthalen-1-ylmethyl)-7-oxo-2,2a,7,8a-tetrahydro-1H-azeto[2',3':4,5]thiazolo[3,2-a]pyridine-8a-carboxylic acid